(2S,5S)-5-(2-hydroxyethyl)pyrrolidine-2-carboxylic acid OCC[C@@H]1CC[C@H](N1)C(=O)O